7-(4-fluorophenyl)-4-(3-methoxypropoxy)-2,2-dimethyl-11-oxo-1,2,7,11-tetrahydrobenzofuro[4,5-e]pyrido[1,2-c][1,3]oxazine-10-carboxylic acid FC1=CC=C(C=C1)C1OC2=C(C=3N1C=C(C(C3)=O)C(=O)O)C=3CC(OC3C(=C2)OCCCOC)(C)C